1-propan-2-yl-3-(4,4,5,5-tetramethyl-1,3,2-dioxaborolan-2-yl)pyrazole CC(C)N1N=C(C=C1)B1OC(C(O1)(C)C)(C)C